C(C1=CC=CC=C1)C=1C=NC(=NC1)N1CC(C1)NC(OC(C)(C)C)=O tert-butyl (1-(5-benzylpyrimidin-2-yl)azetidin-3-yl)carbamate